ClC1=NC(=C2N=CN(C2=N1)[C@H]1[C@@H]([C@@H]([C@H](O1)COCP(O)(=O)OCOC(=O)OC(C)C)O)O)N[C@@H]1COCC1 ({[(2R,3S,4R,5R)-5-(2-chloro-6-{[(3S)-oxolan-3-yl]amino}-9H-purin-9-yl)-3,4-dihydroxyoxolan-2-yl]methoxy}methyl)({[(propan-2-yloxy)carbonyl]oxy}methoxy)phosphinic acid